C(C)(C)C1=NC=C(C=C1NC(OC(C)(C)C)=O)\C=C\C1=CC=CC=C1 tert-butyl N-{2-isopropyl-5-[(E)-2-phenylethenyl]pyridin-3-yl}carbamate